N-[3-[4-[tert-butyl-(dimethyl)silyl]oxybutyl]-2-(1,3-dioxolan-2-yl)-5-fluoro-4-methyl-phenyl]-1,1-diphenyl-methanimine C(C)(C)(C)[Si](OCCCCC=1C(=C(C=C(C1C)F)N=C(C1=CC=CC=C1)C1=CC=CC=C1)C1OCCO1)(C)C